tert-butyl (2-azaspiro[3.3]heptan-6-yl)carbamate hydrochloride Cl.C1NCC12CC(C2)NC(OC(C)(C)C)=O